3-(5-(3-(((1r,4r)-4-methoxycyclohexyl)methyl)-3-azabicyclo[4.1.0]heptan-6-yl)-1-oxoisoindolin-2-yl)piperidine-2,6-dione COC1CCC(CC1)CN1CC2CC2(CC1)C=1C=C2CN(C(C2=CC1)=O)C1C(NC(CC1)=O)=O